3-oxa-7-azabicyclo[3.3.1]Nonane-7-carboxylic acid methyl ester COC(=O)N1CC2COCC(C1)C2